C1CC12CNCCC2C(=O)[O-] 5-aza-spiro[2.5]octane-8-carboxylate